N-(2-fluoro-4-methyl-5-(2-(methylamino)-8,9-dihydroimidazo[1',2':1,6]pyrido[2,3-d]pyrimidin-6-yl)phenyl)-1-phenylmethanesulfonamide FC1=C(C=C(C(=C1)C)C1=CC2=C(N=C(N=C2)NC)N2C1=NCC2)NS(=O)(=O)CC2=CC=CC=C2